N-(3-((4-hydroxy-1-(3-(vinylsulfonamidomethyl)benzoyl)piperidin-4-yl)methyl)-4-oxo-3,4-dihydroquinazolin-7-yl)-3-(4-methylpiperazin-1-yl)propanamide OC1(CCN(CC1)C(C1=CC(=CC=C1)CNS(=O)(=O)C=C)=O)CN1C=NC2=CC(=CC=C2C1=O)NC(CCN1CCN(CC1)C)=O